butyl 3-(2-[[(benzyloxy)carbonyl]amino]ethoxy)azetidine-1-carboxylate C(C1=CC=CC=C1)OC(=O)NCCOC1CN(C1)C(=O)OCCCC